C(C1=CC=CC=C1)OC=1C(=C2C=C(C=NC2=CC1)Br)OCCCO[Si](C1=CC=CC=C1)(C1=CC=CC=C1)C(C)(C)C 6-(Benzyloxy)-3-bromo-5-(3-((tert-butyldiphenylsilyl)oxy)propoxy)quinoline